(R)-N1-(2-Chloro-3-(trifluoromethyl)benzyl)-N2-(pyridin-3-ylmethyl)pyrrolidine-1,2-dicarboxamide ClC1=C(CNC(=O)N2[C@H](CCC2)C(=O)NCC=2C=NC=CC2)C=CC=C1C(F)(F)F